F[C@@H]1[C@@H](C[C@]2(C=C[C@@H]1N2)C)C(=C)C=2N=NC(=CN2)C2=C(C=C(C=C2)C2=CC(=NC=C2)OC)O 2-(3-(1-((1S,3S,4R,5S)-4-fluoro-1-methyl-8-azabicyclo[3.2.1]oct-6-en-3-yl)vinyl)-1,2,4-triazin-6-yl)-5-(2-methoxypyridin-4-yl)phenol